FC1=C(C(=CC=C1)C)C=1C=C(C=2C=C(N=CC2C1)N)N[C@H]1CNCCC1 7-(2-fluoro-6-methyl-phenyl)-N5-[(3R)-3-piperidyl]isoquinoline-3,5-diamine